triethylene glycol-bis[3-t-butyl-(5-methyl-4-hydroxyphenyl) propionate] C(C)(C)(C)CC(C(=O)OCCOCCOCCOC(C(CC(C)(C)C)C1=CC=C(C(=C1)C)O)=O)C1=CC=C(C(=C1)C)O